COC=1C(=C(C=CC1)[C@@H]1N(CC[C@@H]1N1CCOCC1)C(=O)OCC1=CC=CC=C1)C benzyl (2S,3S)-2-(3-methoxy-2-methyl-phenyl)-3-morpholino-pyrrolidine-1-carboxylate